3-(5-acetyl-4-chloro-2-fluorophenyl)-1,5-dimethyl-6-thioxo-1,3,5-triazinane-2,4-dione C(C)(=O)C=1C(=CC(=C(C1)N1C(N(C(N(C1=O)C)=S)C)=O)F)Cl